CC1=NSC(=C1)NC1=NC(=C2C(=N1)N(N=C2)C2OCCCC2)NC2CCC(CC2)N2CCOCC2 N6-(3-methylisothiazol-5-yl)-N4-((1r,4r)-4-morpholinocyclohexyl)-1-(tetrahydro-2H-pyran-2-yl)-1H-pyrazolo[3,4-d]pyrimidine-4,6-diamine